2-(5-bromo-1,3,4-thiadiazol-2-yl)-N-((1R,2R)-1-cyano-2-methylcyclopropyl)-4-(4-isobutyrylpiperazin-1-yl)-2H-indazole-6-sulfonamide BrC1=NN=C(S1)N1N=C2C=C(C=C(C2=C1)N1CCN(CC1)C(C(C)C)=O)S(=O)(=O)N[C@]1([C@@H](C1)C)C#N